6-((6-amino-5-chloropyrimidin-4-yl)amino)-1'-(2,2-difluoroethyl)-8-methyl-2H-spiro[imidazo[1,5-a]pyridine-3,4'-piperidine]-1,5-dione NC1=C(C(=NC=N1)NC1=CC(=C2N(C1=O)C1(CCN(CC1)CC(F)F)NC2=O)C)Cl